C(C)(C)(C)C1N(CCNC1)C(=O)O tert-butyl-piperazine-1-carboxylic acid